C(CCC)N1SC2=C(C1=O)C=CC=C2 2-butyl-1,2-benzoisothiazolin-3(2H)-one